[Mg].[Cu].[Ni] nickel-copper-magnesium